N-butyl-N'-heptyl-urea C(CCC)NC(=O)NCCCCCCC